3-(1'-((2,3-dihydrobenzo[b][1,4]dioxin-5-yl)methyl)-6-oxo-6,8-dihydro-2H,7H-spiro[furo[2,3-e]isoindole-3,4'-piperidin]-7-yl)piperidine-2,6-dione O1C2=C(OCC1)C(=CC=C2)CN2CCC1(CC2)COC2=C3CN(C(C3=CC=C21)=O)C2C(NC(CC2)=O)=O